2-(2,6-dioxo-3-piperidinyl)-5-[4-[2-[1-[4-[(1R,2S)-6-hydroxy-2-phenyl-tetrahydronaphthalen-1-yl]phenyl]-4-piperidinyl]ethyl]piperazin-1-yl]isoindoline-1,3-dione O=C1NC(CCC1N1C(C2=CC=C(C=C2C1=O)N1CCN(CC1)CCC1CCN(CC1)C1=CC=C(C=C1)[C@H]1[C@H](CCC2=CC(=CC=C12)O)C1=CC=CC=C1)=O)=O